FC1=CC(=C(C=C1)C1=CC(=CC=C1)C=1OC2=C(N1)C=C(C=C2C(F)(F)F)CN[C@H]2C([C@H](C2)O)(C)C)C2=NN=CN2C (1S,3R)-3-(((2-(4'-Fluoro-2'-(4-methyl-4H-1,2,4-triazol-3-yl)-[1,1'-biphenyl]-3-yl)-7-(trifluoromethyl)benzo[d]oxazol-5-yl)methyl)amino)-2,2-dimethylcyclobutan-1-ol